(S)-1-(Toluene-4-sulfonyl)-pyrrolidine-2-carboxylic acid (4,4-difluoro-cyclohexyl)-(5-isopropyl-thiazol-2-ylmethyl)-amide FC1(CCC(CC1)N(C(=O)[C@H]1N(CCC1)S(=O)(=O)C1=CC=C(C)C=C1)CC=1SC(=CN1)C(C)C)F